N-(2-(1-(2,2-diethoxyethyl)piperidin-4-yl)-7-methoxyimidazo[1,2-a]pyridin-6-yl)-6-(trifluoromethyl)pyridine-2-carboxamide C(C)OC(CN1CCC(CC1)C=1N=C2N(C=C(C(=C2)OC)NC(=O)C2=NC(=CC=C2)C(F)(F)F)C1)OCC